CS(=O)(=O)N1CCCCC1 1-methanesulfonyl-piperidin